CS(=O)C1=NC=C(C(=N1)NCCCNC(=O)C1CCC1)C(F)(F)F N-(3-((2-(methylsulfinyl)-5-(trifluoromethyl)pyrimidin-4-yl)amino)propyl)cyclobutanecarboxamide